2-(7-methoxy-4-quinolinyl)-6,7-dihydro-4H-pyrazolo[4,3-c]Pyridine-5-carboxylic acid tert-butyl ester C(C)(C)(C)OC(=O)N1CC=2C(CC1)=NN(C2)C2=CC=NC1=CC(=CC=C21)OC